(2r,5r)-3-((6-(benzyloxy)pyridin-3-yl)sulfonyl)-8-((2-methoxyethoxy)carbonyl)-3,8-diazabicyclo[3.2.1]octane-2-carboxylic acid C(C1=CC=CC=C1)OC1=CC=C(C=N1)S(=O)(=O)N1[C@H](C2CC[C@H](C1)N2C(=O)OCCOC)C(=O)O